N1C(=NC2=C1C=CC=C2)CNCCC=2SC=C(N2)C(=O)NCC2=C(C=CC=C2)N2CCCC2 2-{2-[(1H-1,3-Benzodiazol-2-ylmethyl)amino]ethyl}-N-{[2-(pyrrolidin-1-yl)phenyl]methyl}-1,3-thiazole-4-carboxamide